Cl.CC1=CC=CC(=N1)NC(=O)[C@H]1N[C@@H]2CC[C@H]1C2 (1R,3S,4S)-N-(6-methylpyridin-2-yl)-2-azabicyclo[2.2.1]heptane-3-carboxamide hydrochloride